ethyl 5-amino-1-(2-trimethylsilylethoxymethyl)pyrazole-3-carboxylate NC1=CC(=NN1COCC[Si](C)(C)C)C(=O)OCC